COC(CC1=C(C=C(C=C1)N1C[C@H](CC1)N[C@H](C)C1=CC=CC2=CC=CC=C12)[N+](=O)[O-])=O {4-[(3S)-3-{[(1R)-1-(naphthalen-1-yl)ethyl]amino}tetrahydro-1H-pyrrol-1-yl]-2-nitrophenyl}acetic acid methyl ester